2-[3-[4-(2-chlorophenyl)piperazin-1-yl]propyl][1,2,4]triazolo[4,3-a]pyridin-3(2H)-one ClC1=C(C=CC=C1)N1CCN(CC1)CCCN1N=C2N(C=CC=C2)C1=O